(5-(2-(3,3-dimethylazetidin-1-yl)acetamido)-2-methylpyridin-3-yl)-2-(1-(2-hydroxypropyl)-1H-pyrazol-4-yl)pyrazolo[5,1-b]thiazole-7-carboxamide CC1(CN(C1)CC(=O)NC=1C=C(C(=NC1)C)C=1N2C(SC1C=1C=NN(C1)CC(C)O)=C(C=N2)C(=O)N)C